(tert-butoxycarbonyl)(3-methylpropene) C(C)(C)(C)OC(=O)C=CCC